N12CC(C(CC1)CC2)N(C(O)=O)[C@H]2CCOC1=CC(=CC=C21)C2=CC(=C(C=C2)OC(C)C)Cl.CN(C)CCCN2NN(CC(C2)CCCN(C)C)CCCN(C)C 1,3,5-tri(dimethylaminopropyl)hexahydrotriazine (S)-quinuclidin-3-yl-(7-(3-chloro-4-isopropoxyphenyl)chroman-4-yl)carbamate